C1(CC1)N1N=CC(=C1)C=1C=C(C=CC1)N(C(=O)[C@@H]1CC[C@H](CC1)C(=O)OCC(C)C)C[C@@H]1CC[C@H](CC1)C1=CC(=C(C=C1)OC)C trans-Isobutyl 4-((3-(1-cyclopropyl-1H-pyrazol-4-yl)phenyl)((trans-4-(4-methoxy-3-methylphenyl)cyclohexyl)methyl)carbamoyl)cyclohexanecarboxylate